C(C=C)(=O)OCCC[Si](O[Si](C)(C)C)(O[Si](C)(C)C)O[Si](C)(C)C (3-acryloyloxypropyl)tris(trimethylsiloxy)silane